C1(CC1)NC(C1=NC(=C(C=C1)N1CCN(CC1)CC1=CC=2C3=C(N(C(NC3=C1F)=O)CC)N=NC2C)C)=O N-cyclopropyl-5-(4-((9-ethyl-6-fluoro-3-methyl-8-oxo-8,9-dihydro-7H-pyridazino[3,4,5-de]quinazolin-5-yl)methyl)piperazin-1-yl)-6-methylpicolinamide